ClC=1C=C(C=C2C=C(N=NC12)NC(=O)[C@H]1[C@H](C1)F)C1CC1 cis-N-(8-Chloro-6-cyclopropylcinnolin-3-yl)-2-fluorocyclopropanecarboxamide